(2R,4R)-2-methylpiperidine-1,4-dicarboxylic acid 1-tert-butyl ester 4-methyl ester COC(=O)[C@H]1C[C@H](N(CC1)C(=O)OC(C)(C)C)C